CC1=C(C(=C(C1([Hf]C1=C(C2=C3CCCC3=CC=C2C1)C)C)C)C)C pentamethylcyclopentadienyl(1-methyl-3,6,7,8-tetrahydro-as-indacenyl)hafnium